methyl 5-((7-hydroxy-3-iodo-5-((methoxycarbonyl)-amino)-1H-pyrazolo[4,3-d]pyrimidin-1-yl)methyl)-4-methoxypicolinate OC=1C2=C(N=C(N1)NC(=O)OC)C(=NN2CC=2C(=CC(=NC2)C(=O)OC)OC)I